C(CCCCCCCCCCC)(=O)N[C@@H](CC(=O)O)C(=O)O N-lauroylaspartic acid